(piperidine) nona-6,8-diynoate C(CCCCC#CC#C)(=O)O.N1CCCCC1